C1(CC1)C(CNC=1N=CC2=C(N1)NC=C2C=2C=C1C=CC=NC1=CC2)(F)F N-(2-cyclopropyl-2,2-difluoroethyl)-5-(quinolin-6-yl)-7H-pyrrolo[2,3-d]pyrimidin-2-amine